CC1=C(C=CC=C1C(F)(F)F)[C@@H](C)NC1=CC=NC2=CC=C(C=C12)N1C[C@H](CC1)NC(C)=O N-((S)-1-(4-(((R)-1-(2-methyl-3-(trifluoromethyl)phenyl)ethyl)amino)quinolin-6-yl)pyrrolidin-3-yl)acetamide